Di-n-nonadecyl-amin C(CCCCCCCCCCCCCCCCCC)NCCCCCCCCCCCCCCCCCCC